(3S,4S) or (3R,4R)-3-(2,3-dihydro-1,4-benzodioxin-6-yl)-2-(2,3-dihydro-1H-inden-5-yl)-1-oxo-1,2,3,4-tetrahydroisoquinoline-4-carboxylic acid O1CCOC2=C1C=CC(=C2)[C@H]2N(C(C1=CC=CC=C1[C@@H]2C(=O)O)=O)C=2C=C1CCCC1=CC2 |o1:10,19|